1,2,3,4-Tetramethylbenzen CC1=C(C(=C(C=C1)C)C)C